4-(3-oxoisobenzofuran-1(3H)-ylidene)butyl 4-(5-(trifluoromethyl)pyrimidin-2-yl)piperazine-1-carboxylate FC(C=1C=NC(=NC1)N1CCN(CC1)C(=O)OCCCC=C1OC(C2=CC=CC=C12)=O)(F)F